1,2-di(4'-hydroxyphenyl)ethane OC1=CC=C(C=C1)CCC1=CC=C(C=C1)O